CC1=NNC(=C1C)C(=O)NC=1C=C2C(=NC1)NC(=C2)C2=CC=CC=C2 3,4-dimethyl-N-(2-phenyl-1H-pyrrolo[2,3-b]pyridin-5-yl)-1H-pyrazole-5-carboxamide